(1R)-1-[3-nitro-5-(trifluoromethyl)phenyl]ethanamine hydrochloride Cl.[N+](=O)([O-])C=1C=C(C=C(C1)C(F)(F)F)[C@@H](C)N